7-{8-methyl-1H,2H,3H-pyrido[2,3-b][1,4]oxazin-7-yl}-N-{4-[(4-methylpiperazin-1-yl)methyl]phenyl}-5H,6H,7H,8H-pyrido[3,4-d]pyrimidin-2-amine CC1=C(C=NC=2OCCNC21)N2CC=1N=C(N=CC1CC2)NC2=CC=C(C=C2)CN2CCN(CC2)C